NC1=C(C=C(C(=O)OC)C=C1)N1C(=NC=C1)C methyl 4-amino-3-(2-methylimidazol-1-yl)benzoate